CC1=CC=C(CN2C=3N(C4=C(C2=O)CN(CC4)CC4=CC(=CC=C4)F)CCCN3)C=C1 6-(4-methylbenzyl)-3-(3-fluorobenzyl)-1,2,3,4,6,8,9,10-octahydro-5H-pyrido[3,4-e]pyrimido[1,2-a]pyrimidin-5-one